(R)-3-bromo-4-(3-((tert-butyldimethylsilyl)oxy)pyrrolidin-1-yl)-N,N-dimethylbenzenesulfonamide BrC=1C=C(C=CC1N1C[C@@H](CC1)O[Si](C)(C)C(C)(C)C)S(=O)(=O)N(C)C